(3S)-3-[5-[4-[[1-[4-[7-(2,4-dichlorophenyl)-1-fluoro-3,8,9,10-tetrahydrocyclohepta[e]indazol-6-yl]phenyl]-4-piperidyl]methyl]piperazin-1-yl]-1-oxo-isoindolin-2-yl]piperidine-2,6-dione ClC1=C(C=CC(=C1)Cl)C1=C(C2=C(C=3C(=NNC3C=C2)F)CCC1)C1=CC=C(C=C1)N1CCC(CC1)CN1CCN(CC1)C=1C=C2CN(C(C2=CC1)=O)[C@@H]1C(NC(CC1)=O)=O